1-(4-benzyl-2-methyl-3,4-dihydro-2H-benzo[b][1,4]thiazin-6-yl)-3-(1H-indol-3-yl)urea C(C1=CC=CC=C1)N1C2=C(SC(C1)C)C=CC(=C2)NC(=O)NC2=CNC1=CC=CC=C21